1-(4-bromophenyl)-3-(4-methoxybenzyl)dihydropyrimidine-2,4(1H,3H)-dione BrC1=CC=C(C=C1)N1C(N(C(CC1)=O)CC1=CC=C(C=C1)OC)=O